CC=1C=C(C=CC1[N+](=O)[O-])CC(=O)OC methyl (3-methyl-4-nitrophenyl)acetate